ClC1=C(C=C(C=C1)OC)NC1=NC=NC2=CC(=C(C=C12)OC)OCC1CCN(CC1)C N-(2-chloro-5-methoxyphenyl)-6-methoxy-7-[(1-methylpiperidin-4-yl)methoxy]quinazolin-4-amine